[4-bromo-5-methyl-2-phenylpyridin-1-yl]iridium (III) BrC1=CC(N(C=C1C)[Ir+2])C1=CC=CC=C1